methyl 2-fluoro-5-((4-oxo-7-(prop-1-yn-1-yl)-3,4-dihydrophthalazin-1-yl)methyl)benzoate FC1=C(C(=O)OC)C=C(C=C1)CC1=NNC(C2=CC=C(C=C12)C#CC)=O